C1(=CC=CC=C1)C#CCCCCCCCCCCSCCCO 3-((12-phenyldodec-11-yn-1-yl)thio)propan-1-ol